C(C1=CC=CC=C1)OC1=C2CN(C(C2=C(C=C1)F)=O)C1C(NC(CC1)=O)=O 3-(4-(benzyloxy)-7-fluoro-1-oxoisoindolin-2-yl)piperidine-2,6-dione